N=1C=NN2C=NC(=CC21)OC2=C(C=C(C=C2)NC2=NC=NC1=CC=C(C(=C21)N2[C@H]1CCN([C@H]1C2)C)O[C@@H]2COCC2)C N-(4-([1,2,4]triazolo[1,5-c]pyrimidin-7-yloxy)-3-methylphenyl)-5-((1S,5S)-2-methyl-2,6-diazabicyclo[3.2.0]heptan-6-yl)-6-(((S)-tetrahydrofuran-3-yl)oxy)quinazolin-4-amine